6-bromo-5-methylpyrrolo[1,2-c]pyrimidine-3-carboxylic Acid BrC=1C(=C2N(C=NC(=C2)C(=O)O)C1)C